C12CN(CC(O1)C2)C2=NC(=CC1=C2N=C(N=C1)N[C@H]1[C@H](COC1)NC(C=C)=O)C1=C(C(=CC(=C1F)OC)OC)F N-((3R,4S)-4-((8-(6-oxa-3-azabicyclo[3.1.1]heptan-3-yl)-6-(2,6-difluoro-3,5-dimethoxy-phenyl)pyrido[3,4-d]pyrimidin-2-yl)amino)tetrahydrofuran-3-yl)acrylamide